ClC=1C(=NC2=CC=CC(=C2C1)F)N(CC1=CC=C(C=C1)OC)CC1=CC=C(C=C1)OC 3-chloro-5-fluoro-N,N-bis(4-methoxybenzyl)quinolin-2-amine